FC(C(=O)O)(F)F.BrC1=CC=C(CC2(CNC2)O)C=C1 3-(4-bromobenzyl)azetidin-3-ol, trifluoroacetate salt